ClC=1C=CC(=NC1)CNC1=C2N=CN(C2=NC(=N1)C=1C=NC=C(C1)Cl)[C@H]1[C@@H]([C@@H]([C@H](O1)C(=O)NC([2H])([2H])[2H])O)O (2S,3S,4R,5R)-5-(6-((5-chloropyridin-2-yl)methylamino)-2-(5-chloropyridin-3-yl)-9H-purin-9-yl)-3,4-dihydroxyl-N-(methyl-d3)-tetrahydrofuran-2-formamide